3-((4-((4-(1-(2,2,2-trifluoroethyl)-1H-pyrazol-4-yl)-5-(trifluoromethyl)-pyrimidin-2-yl)amino)piperidin-1-yl)sulfonyl)benzonitrile FC(CN1N=CC(=C1)C1=NC(=NC=C1C(F)(F)F)NC1CCN(CC1)S(=O)(=O)C=1C=C(C#N)C=CC1)(F)F